C(CC=CCCCC)O 3-octenol